N-cyclohexyl-5-(pyridin-3-ylethynyl)-1H-pyrrolo[2,3-b]pyridin-4-amine C1(CCCCC1)NC=1C2=C(N=CC1C#CC=1C=NC=CC1)NC=C2